Methyl 1-(6-bromo-7-methyl-3-nitroquinolin-4-yl)cyclobutane-1-carboxylate BrC=1C=C2C(=C(C=NC2=CC1C)[N+](=O)[O-])C1(CCC1)C(=O)OC